(1R,2R)-2-fluoro-N-(4-{6-[(1S)-1-hydroxybutyl]-4-methylpyridin-3-yl}-[1,2,4]triazolo[1,5-a]1,6-naphthyridin-8-yl)cyclopropane-1-carboxamide F[C@H]1[C@H](C1)C(=O)NC1=NC=C2C=C(C=3N(C2=C1)N=CN3)C=3C=NC(=CC3C)[C@H](CCC)O